C1(CCCC1)C1=NC(=C2N1C=CC(=N2)C=2C(=NC=CC2)OCC)C 6-cyclopentyl-2-(2-ethoxy-3-pyridinyl)-8-methyl-imidazo[1,5-a]pyrimidine